C(#N)C1(CC(C1)C(=O)OC)NC1=CC=C(C=C1)I methyl 3-cyano-3-(4-iodo-phenylamino)-cyclobutanecarboxylate